(R)-6-chloro-3-((1-(2-(9-methoxy-3-azaspiro[5.5]undecan-3-yl)-3,6-dimethyl-4-oxo-3,4-dihydroquinazolin-8-yl)ethyl)amino)-N-(methylsulfonyl)picolinamide ClC1=CC=C(C(=N1)C(=O)NS(=O)(=O)C)N[C@H](C)C=1C=C(C=C2C(N(C(=NC12)N1CCC2(CC1)CCC(CC2)OC)C)=O)C